2-(3-azabicyclo[3.1.0]hex-3-yl)-N-(6-(1-methyl-5-(piperidin-1-ylmethyl)-1H-pyrazol-4-yl)isoquinolin-3-yl)acetamide C12CN(CC2C1)CC(=O)NC=1N=CC2=CC=C(C=C2C1)C=1C=NN(C1CN1CCCCC1)C